9,9-bis(4-aminophenyl)-2,7-dibromofluorene NC1=CC=C(C=C1)C1(C2=CC(=CC=C2C=2C=CC(=CC12)Br)Br)C1=CC=C(C=C1)N